COC=1C=C(C=CC1OC)C1=NC2=C(N1)C(=C(C=C2)C2C[C@@H](N(CC2)C2CCNCC2)C(C)C)F 2-(3,4-dimethoxyphenyl)-7-fluoro-6-(r-isopropyl-[1,4'-bipiperidin]-4-yl)-1H-benzo[d]imidazole